2'-O-methoxyadenosine-3'-phosphate P(=O)(O)(O)O[C@H]1[C@H]([C@@H](O[C@@H]1CO)N1C=NC=2C(N)=NC=NC12)OOC